tert-butyl 4-[1-(2,6-dioxo-3-piperidyl)-2,3-dihydropyrido[3,4-b][1,4]oxazin-5-yl]piperidine-1-carboxylate O=C1NC(CCC1N1C2=C(OCC1)C(=NC=C2)C2CCN(CC2)C(=O)OC(C)(C)C)=O